Cl.FC=1C=C(C=CC1)N 3-fluorobenzeneamine hydrochloride